(S)-2-bromo-N-(1-(2,4,6-trifluorophenyl)ethyl)acetamide BrCC(=O)N[C@@H](C)C1=C(C=C(C=C1F)F)F